FC(OC=1C=C(C=C(C1)C=1C=NN2C1C=CC(=C2)C=2C=NN(C2)CC(C)(C)O)C2(CC2)S(=O)(=O)N)F (3-(difluoromethoxy)-5-(6-(1-(2-hydroxy-2-methylpropyl)-1H-pyrazol-4-yl)pyrazolo[1,5-a]pyridin-3-yl)phenyl)cyclopropanesulfonamide